ClC1=CC=C(CN2C(C3=CC=CC=C3CC2=O)CC2=NC3=CC=CC=C3C=C2)C=C1 2-(4-chlorobenzyl)-1-(quinolin-2-ylmethyl)-1,4-dihydroisoquinolin-3(2H)-one